O-propionyl-isourea C(CC)(=O)OC(N)=N